CS(=O)O.NC=1C(=CC=CC1)C toluidine methanesulfinate salt